C(C)C(C[Si](C(C1=CC=CC=C1)O)(C1=CC=CC=C1)C1=CC=CC=C1)C(C1=CC=CC=C1)O ethyl-(hydroxybenzyl)diphenyl-Ethyl-(hydroxybenzyl)silane